6-(2-fluorophenyl)pyrimidin-4(3H)-one FC1=C(C=CC=C1)C1=CC(NC=N1)=O